3-((5-(5-(difluoromethyl)-1,3,4-oxadiazol-2-yl)pyridin-2-yl)methyl)-6-(1-isopropylpiperidin-4-yl)benzo[d]oxazol-2(3H)-one FC(C1=NN=C(O1)C=1C=CC(=NC1)CN1C(OC2=C1C=CC(=C2)C2CCN(CC2)C(C)C)=O)F